1-((5-(5-(difluoromethyl)-1,3,4-oxadiazol-2-yl)pyridin-2-yl)methyl)-3-(1-methylpiperidin-4-yl)-5-(pyridin-3-yl)-1,3-dihydro-2H-benzo[d]imidazol-2-one FC(C1=NN=C(O1)C=1C=CC(=NC1)CN1C(N(C2=C1C=CC(=C2)C=2C=NC=CC2)C2CCN(CC2)C)=O)F